(1R,5S)-N-methyl-N-[6-(7-pyrazol-1-yl-1H-indazol-4-yl)-1,2,4-triazin-3-yl]-8-azabicyclo[3.2.1]octan-3-amine CN(C1C[C@H]2CC[C@@H](C1)N2)C=2N=NC(=CN2)C2=C1C=NNC1=C(C=C2)N2N=CC=C2